3-(1-(3-aminopropyl)-1H-indol-3-yl)(1-methyl-1H-indol-3-yl)-1H-pyrrole-2,5-dione NCCCN1C=C(C2=CC=CC=C12)C=1C(N(C(C1)=O)C1=CN(C2=CC=CC=C12)C)=O